ClC1=CC(=NN1CC(=O)N1CCCCC1)C(F)(F)F 1-[2-[5-chloro-3-(trifluoromethyl)-1H-pyrazol-1-yl]acetyl]piperidine